CN(C1CCN(CC1)C=1C=NC(=NC1)C=1C=C(C(=O)N[C@@H](C=2NC3=CC=CC=C3C2)C2=C(C=CC(=C2)F)O)C=C(C1)C)C 3-[5-[4-(Dimethylamino)-1-piperidyl]pyrimidine-2-yl]-N-[(R)-(5-fluoro-2-hydroxy-phenyl)-(1H-indole-2-yl)methyl]-5-methyl-benzamide